ClC1=NC=CC(=C1)NC1=CC(=NN1C1CCOCC1)C1CC1 2-chloro-4-((3-cyclopropyl-1-(tetrahydro-2H-pyran-4-yl)-1H-pyrazol-5-yl)amino)pyridin